Octadecatrienal CC/C=C/C/C=C/C/C=C/CCCCCCCC=O